CC(C(C)NC=1C(=CC=CC1)N)C N-(3-methylbutan-2-yl)benzene-diamine